(R)-N-(7-(1-((1-acryloylpyrrolidin-2-yl)methyl)-4-amino-1H-pyrazolo[3,4-d]pyrimidin-3-yl)Benzo[d][1,3]dioxol-4-yl)-4-dimethylaminobenzamide C(C=C)(=O)N1[C@H](CCC1)CN1N=C(C=2C1=NC=NC2N)C2=CC=C(C1=C2OCO1)NC(C1=CC=C(C=C1)N(C)C)=O